(S)-3-methyl-5-(5-(4-(trifluoromethyl)phenyl)-6,7-dihydro-5H-pyrrolo[2,1-c][1,2,4]triazol-3-yl)-1H-pyrazolo[3,4-b]pyridine CC1=NNC2=NC=C(C=C21)C=2N1C(=NN2)CC[C@H]1C1=CC=C(C=C1)C(F)(F)F